2-((1-(2-(3-Azabicyclo[3.1.0]hexan-3-yl)-6-chloro-3-methyl-4-oxo-3,4-dihydroquinazolin-8-yl)ethyl)amino)benzoic acid C12CN(CC2C1)C1=NC2=C(C=C(C=C2C(N1C)=O)Cl)C(C)NC1=C(C(=O)O)C=CC=C1